1-(((5-Iodopyridin-2-yl)oxy)methyl)cyclohexan-1-amine IC=1C=CC(=NC1)OCC1(CCCCC1)N